6-(1-{[(1S)-2,2-difluorocyclopropyl]methyl}-1H-pyrazol-4-yl)-2-methyl-7-(trifluoromethyl)-1H,5H-imidazo[1,2-a]pyrimidin-5-one FC1([C@@H](C1)CN1N=CC(=C1)C1=C(N=C2N(C1=O)C=C(N2)C)C(F)(F)F)F